2-dicyclohexylphosphino(phosphino)-2',6'-dimethoxybiphenyl C1(CCCCC1)P(C1=C(C=CC=C1P)C1=C(C=CC=C1OC)OC)C1CCCCC1